1-(7-((3-fluorobenzyl)oxy)-3,4-dihydroisoquinolin-2(1H)-yl)prop-2-en-1-one FC=1C=C(COC2=CC=C3CCN(CC3=C2)C(C=C)=O)C=CC1